COC1CCC(CC1)NC(=O)C1=NC(=NC(=C1)C1=CC=NC=C1)SC N-((1r,4r)-4-methoxycyclohexyl)-2-(methylthio)-6-(pyridin-4-yl)pyrimidine-4-carboxamide